5-Nitroindol [N+](=O)([O-])C=1C=C2C=CNC2=CC1